NC=1NC(C=2N=CN(C2N1)[C@@H]1O[C@@H]([C@H]([C@]1(F)Cl)OCC1=CC=CC=C1)COCC1=CC=CC=C1)=O 2-Amino-9-((2R,3S,4R,5R)-4-(benzyloxy)-5-((benzyloxy)methyl)-3-chloro-3-fluorotetrahydrofuran-2-yl)-1H-purin-6(9H)-one